2-(4-methylthiazol-2-yl)acetonitrile CC=1N=C(SC1)CC#N